3-aminopyrazole-4-carboxamide hemisulphate S(=O)(=O)(O)O.NC1=NNC=C1C(=O)N.NC1=NNC=C1C(=O)N